N-(trans-1-acryloyl-4-(4-(trifluoromethyl)benzyloxy)pyrrolidin-3-yl)-1H-imidazole-4-sulfonamide C(C=C)(=O)N1C[C@H]([C@@H](C1)OCC1=CC=C(C=C1)C(F)(F)F)NS(=O)(=O)C=1N=CNC1